NC=1N(C(=CC1)C)C1C(=C(C=CC1(C)OCC1(CC1)N(C)C)O)C 2-amino-6-((1-(dimethylamino)cyclopropyl)methoxy)-1-(3-hydroxy-2,6-dimethylphenyl)-5-methyl-1H-pyrrole